C1=CC=CC=2C3=CC=CC=C3C(C12)COC(=O)NCCCC[C@@H](NC(=O)OC(C)(C)C)C(=O)O N6-(((9H-fluoren-9-yl)methoxy)carbonyl)-N2-(tert-butoxycarbonyl)-D-lysine